tert-Butyl 4-((2S,3R,4R)-1-acetyl-2,3-dimethyl-4-((4-methylpyrimidin-2-yl)amino)-1,2,3,4-tetrahydroquinolin-6-yl)piperazine-1-carboxylate C(C)(=O)N1[C@H]([C@@H]([C@H](C2=CC(=CC=C12)N1CCN(CC1)C(=O)OC(C)(C)C)NC1=NC=CC(=N1)C)C)C